3-(aminoethyl)-3-ethyl-1,5-pentandiamine NCCC(CCN)(CCN)CC